NC=1C(=NN(C1)[C@@H](C(=O)OC)C)OC1COC1 |r| racemic-methyl 2-(4-amino-3-(oxetan-3-yloxy)-1H-pyrazol-1-yl)propanoate